tert-butyl (S)-3-(((benzyloxy)carbonyl)amino)-4-methoxybutanoate C(C1=CC=CC=C1)OC(=O)N[C@@H](CC(=O)OC(C)(C)C)COC